C(C)(C)(C)C1(COCC2=C1NC(C1=C2C=C(S1)C=1C(=NNC1)C)=O)O 4-(tert-butyl)-4-hydroxy-8-(3-methyl-1H-pyrazol-4-yl)-1,3,4,5-tetrahydro-6H-pyrano[4,3-b]Thieno[3,2-d]Pyridin-6-one